C(C)(C)(C)C=1SC(=C(N1)C1=C(C(=CC=C1)NS(=O)(=O)CCC)F)C1=NC(=NC=C1)NC1=CC=C(C(=O)O)C=C1 4-((4-(2-(tert-butyl)-4-(2-fluoro-3-(propylsulfonamido)phenyl)thiazol-5-yl)pyrimidin-2-yl)amino)benzoic acid